(S)-7-(2,4-difluoro-6-(2-methoxyethoxy)phenyl)-6-((4R,7S)-4,7-dimethyl-4,5,6,7-tetrahydropyrazolo[1,5-a]pyrazin-2-yl)-4-(1-methyl-1H-indazol-5-yl)thieno[3,2-c]pyridine FC1=C(C(=CC(=C1)F)OCCOC)C=1C2=C(C(=NC1C1=NN3C([C@H](NC[C@@H]3C)C)=C1)C=1C=C3C=NN(C3=CC1)C)C=CS2